C12(CC1)COC1=C2C(=CC=C1)OC1=CC=C(C=N1)N1C(NC=2C=NC=CC21)=O 1-(6-spiro[2H-benzofuran-3,1'-cyclopropane]-4-yl-oxy-3-pyridyl)-3H-imidazo[4,5-c]pyridin-2-one